NC=1N=C(SC1C(C1=CC=C(C=C1)F)=O)N(C1=CC=C(C=C1)OC)C(C(=O)N)C (N-[4-Amino-5-(4-fluorobenzoyl)thiazol-2-yl]-4-methoxyanilino)propanamid